CC1=NC=CC(=C1)C1=C(N=C2N1C=CC=N2)C2=CC1=C(OCC(N1)=O)C=C2 6-(3-(2-Methylpyridin-4-yl)imidazo[1,2-a]pyrimidin-2-yl)-2H-benzo[b][1,4]oxazin-3(4H)-one